N-methyl-N'-ethylimidazolidinone CN1C(N(CC1)CC)=O